C1(CC1)C=1N=CC=2N(C1C(O)C=1N=NN(C1)C=1C=NC(=CC1)OCC)C=NC2 (6-cyclopropyl-imidazo[1,5-a]pyrazin-5-yl)-[1-(6-ethoxy-pyridin-3-yl)-1H-[1,2,3]triazol-4-yl]-methanol